5-(7-bromo-6,8-difluoro-2-(((2R,7aS)-2-fluorotetrahydro-1H-pyrrolizin-7a(5H)-yl)methoxy)-5-methoxyquinazolin-4-yl)-5,6,7,8-tetrahydro-4H-pyrazolo[1,5-a][1,4]diazepine-2-carboxamide BrC1=C(C(=C2C(=NC(=NC2=C1F)OC[C@]12CCCN2C[C@@H](C1)F)N1CC=2N(CCC1)N=C(C2)C(=O)N)OC)F